ditoluoyl-tartaric acid C=1(C(=CC=CC1)C(=O)C(C(C(=O)O)(O)C(=O)C=1C(=CC=CC1)C)(O)C(=O)O)C